ClC1=C2C(=CNC2=C(C=C1)NS(=O)(=O)C=1C=NNC1)C#N N-(4-chloro-3-cyano-1H-indol-7-yl)-1H-pyrazole-4-sulfonamide